FC1=CC=C(N(C1=O)CCCCCOCCOCCO)C#N 5-fluoro-1-[5-[2-(2-hydroxyethoxy)ethoxy]pentyl]-6-oxo-pyridine-2-carbonitrile